C(N)(=O)C1=C(C=CC(=C1)F)NC(C)([2H])C=1C=C(C=C2C(N(C=3N(C12)C=NC3C(=O)N(C([2H])([2H])[2H])C([2H])([2H])[2H])C([2H])([2H])[2H])=O)C 9-(1-((2-carbamoyl-4-fluorophenyl)amino)ethyl-1-d)-7-methyl-N,N,4-tris(methyl-d3)-5-oxo-4,5-dihydroimidazo[1,5-a]quinazoline-3-carboxamide